FC1=C(C=C(C=C1)CC1=NNC(C2=CC=CC=C12)=O)C1=CC2=C(NC(=N2)NC(OC2CCCCC2)=O)C=C1 Cyclohexyl (5-(2-fluoro-5-((4-oxo-3,4-dihydrophthalazin-1-yl)methyl)phenyl)-1H-benzoimidazol-2-yl)carbamate